1-(difluoromethyl)-1H-indazole-6-carboxylic acid methyl ester COC(=O)C1=CC=C2C=NN(C2=C1)C(F)F